FC1=C2C(C=3C(=C(C(=C(C3C(C2=CC=C1)=O)F)F)F)F)=O.[B] boron pentafluoroanthraquinone